C(C1=CC=CC=C1)(=O)N1C(NC=CC1=O)=O 3-benzoyl-2,4-dioxo-3,4-dihydropyrimidine